4-(1H-1,2,4-triazol-5-yl)benzaldehyde N1N=CN=C1C1=CC=C(C=O)C=C1